6-bromo-8-methyl-tetrazolo[1,5-a]pyridine BrC=1C=C(C=2N(C1)N=NN2)C